C(C)(C)SC=1C=C(C(=O)NC2=CC(=CC=C2)C=2C=CC=3N(N2)C(=NN3)C=3OC(=CC3)C)C=CC1 3-(isopropylthio)-N-(3-(3-(5-methylfuran-2-yl)-[1,2,4]triazolo[4,3-b]pyridazin-6-yl)phenyl)benzamide